(3-(but-2-ynamido)benzyl)(5-cycloPropyl-3-isopropylpyrazolo[1,5-a]pyrimidin-7-yl)carbamic acid tert-butyl ester C(C)(C)(C)OC(N(C1=CC(=NC=2N1N=CC2C(C)C)C2CC2)CC2=CC(=CC=C2)NC(C#CC)=O)=O